C12(CC(C1)C2)[C@@H](C(=O)NC2=CC(=C(C=C2)C)C2=NN(N=C2)C)C (S)-2-(bicyclo[1.1.1]pentan-1-yl)-N-(4-methyl-3-(2-methyl-2H-1,2,3-triazol-4-yl)phenyl)propanamide